C(C=CCNCCCN=CCCCCCC)(=O)O 5,9-diaza-hexadecane-2,9-dienoic acid